3,5-Dimethoxy-4-(1,1,1-trifluoroprop-3-yloxy)-β-nitrostyrene COC=1C=C(C=C[N+](=O)[O-])C=C(C1OCCC(F)(F)F)OC